2-((tert-butoxycarbonyl)amino)-6-chloro-2,3-dihydro-1H-inden-4-yl trifluoromethanesulfonate FC(S(=O)(=O)OC1=C2CC(CC2=CC(=C1)Cl)NC(=O)OC(C)(C)C)(F)F